5-bromo-1-methylisoindoline hydrochloride Cl.BrC=1C=C2CNC(C2=CC1)C